tert-butyl (R)-(1-(5-amino-1-methyl-1H-benzo[d]imidazol-2-yl)piperidin-3-yl)carbamate NC1=CC2=C(N(C(=N2)N2C[C@@H](CCC2)NC(OC(C)(C)C)=O)C)C=C1